(S)-4-(6-cyano-7-(2,6-difluorophenyl)-1-(2-isopropyl-4-methylpyridin-3-yl)-2-Oxo-1,2-dihydropyrido[2,3-d]pyrimidin-4-yl)-3-methylpiperazine-1-carboxylate C(#N)C1=CC2=C(N(C(N=C2N2[C@H](CN(CC2)C(=O)[O-])C)=O)C=2C(=NC=CC2C)C(C)C)N=C1C1=C(C=CC=C1F)F